CS(=O)(=O)C=1C=NC=C(C(=O)NCC2=NC=C3C=CC(=NC3=C2)C2=NC(=CC=C2)N2C3CCC2CC=2N=CN=CC23)C1 (Racemic)-5-(methylsulfonyl)-N-((2-(6-(6,7,8,9-tetrahydro-5H-5,8-epiminocyclohepta[d]pyrimidin-10-yl)pyridin-2-yl)-1,6-naphthyridin-7-yl)methyl)nicotinamide